C1(=CC(=CC=C1)CC1N(CC2(CC2)C1NS(=O)(=O)CC)C(=O)OC(C)(C)C)C1=CC=CC=C1 tert-butyl 6-([1,1'-biphenyl]-3-ylmethyl)-7-(ethylsulfonamido)-5-azaspiro[2.4]heptane-5-carboxylate